ClC1=C(C=CC=C1)CC(=O)NC1=CC(=C(C=C1)N1N=C(C(=C1)C#N)O)S(N)(=O)=O 2-(2-Chlorophenyl)-N-[4-(4-cyano-3-hydroxy-1H-pyrazol-1-yl)-3-sulfamoylphenyl]acetamide